C1(CC1)C=1C=C(C=C2C(C(=COC12)I)=O)CN1C[C@H](CCC1)C (S)-8-cyclopropyl-3-iodo-6-((3-methylpiperidin-1-yl)methyl)-4H-chromen-4-one